2-[2'-Hydroxy-3'-(α,α-dimethylbenzyl)-5'-(1,1,3,3-tetramethylbutyl)phenyl]-benzotriazol OC1=C(C=C(C=C1C(C1=CC=CC=C1)(C)C)C(CC(C)(C)C)(C)C)N1N=C2C(=N1)C=CC=C2